M-fluoroanisole FC=1C=C(C=CC1)OC